CC(C1=CC2=C(C=C1)C=C(C=C2)OC)C(=O)O (+-)-2-(6-methoxy-2-naphthyl)propionic acid